S1C=C(C=C1)C1(C2CCN(CC12)C1=CN=C2C(=N1)NN=C2C2=CC(=NC=C2)C(F)(F)F)CN [7-thiophen-3-yl-3-[3-[2-(trifluoromethyl)pyridin-4-yl]-1H-pyrazolo[3,4-b]pyrazin-6-yl]-3-azabicyclo[4.1.0]heptan-7-yl]methanamine